COC1=C(CC=2C(=NC3=CC(=CN=C3C2N)C)N)C=CC(=C1)OC (2,4-dimethoxybenzyl)-7-methyl-1,5-naphthyridine-2,4-diamine